tert-Butyl (2S,5R)-4-((4-fluorophenyl)(5-(trifluoromethoxy)pyridin-2-yl)methyl)-2,5-dimethylpiperazine-1-carboxylate FC1=CC=C(C=C1)C(N1C[C@@H](N(C[C@H]1C)C(=O)OC(C)(C)C)C)C1=NC=C(C=C1)OC(F)(F)F